NC1=C(SC2=NC(=CC=C21)C)C(=O)NCCC2=CC(=C(C=C2)C2CCNCC2)F 3-Amino-N-(3-fluoro-4-(piperidin-4-yl)phenethyl)-6-methylthieno[2,3-b]pyridin-2-carboxamid